4-benzyl-3-((S)-6-(benzyloxy)-2,5,7,8-tetramethylchromane-2-carbonyl)oxazolidin-2-one C(C1=CC=CC=C1)C1N(C(OC1)=O)C(=O)[C@]1(OC2=C(C(=C(C(=C2CC1)C)OCC1=CC=CC=C1)C)C)C